6-[4-(trifluoromethyl)pyrazol-1-yl]pyridine-3-sulfonamide FC(C=1C=NN(C1)C1=CC=C(C=N1)S(=O)(=O)N)(F)F